C1(CC2C(CC1)O2)[Si](OC)(OC)OC (3,4-epoxycyclohexyl)trimethoxysilane